tert-butyl (2S,4R)-4-(5-(2-cyclopropoxy-5-(trifluoromethyl)phenyl)oxazole-2-carboxamido)-2-(methoxymethyl)pyrrolidine-1-carboxylate C1(CC1)OC1=C(C=C(C=C1)C(F)(F)F)C1=CN=C(O1)C(=O)N[C@@H]1C[C@H](N(C1)C(=O)OC(C)(C)C)COC